Exo-(3R)-3-amino-1-[(2S)-2-(5-cyclopropyl-1,2,4-oxadiazol-3-yl)-3-azabicyclo[2.2.1]heptan-3-yl]-4-(2,4,5-trifluorophenyl)butan-1-one N[C@@H](CC(=O)N1[C@@H](C2CCC1C2)C2=NOC(=N2)C2CC2)CC2=C(C=C(C(=C2)F)F)F